C(C)(=O)NNC(=O)C12CC(CC(N1C(=O)NC1=CC(=C(C=C1)Cl)C1=NN(C=N1)C)C2)C cis-1-(2-acetylhydrazine-1-carbonyl)-N-(4-chloro-3-(1-methyl-1H-1,2,4-triazol-3-yl)phenyl)-3-methyl-6-azabicyclo[3.1.1]heptane-6-carboxamide